N,N-dimethylallylurea CN(C(=O)NCC=C)C